O1C=2N(CC1)N=C(C2)CN2C(C1=CC=C(C=C1C=N2)SC=2C=NN(C2)C2OCCCC2)=O 2-((2,3-dihydropyrazolo[5,1-b]oxazol-6-yl)methyl)-6-((1-(tetrahydro-2H-pyran-2-yl)-1H-pyrazol-4-yl)thio)phthalazin-1(2H)-one